6-({3-[5-(1,3-dioxolan-2-yl)pyridin-2-yl]-2-fluorophenyl}amino)-N-[(1R,2S)-2-fluorocyclopropyl]-8-{[(4-methoxyphenyl)methyl](methyl)amino}imidazo[1,2-b]pyridazine-3-carboxamide O1C(OCC1)C=1C=CC(=NC1)C=1C(=C(C=CC1)NC=1C=C(C=2N(N1)C(=CN2)C(=O)N[C@H]2[C@H](C2)F)N(C)CC2=CC=C(C=C2)OC)F